3,3'-(methylimino)bis(1-propylamine) CN(CCCN)CCCN